3-(benzyloxy)-5-(2,5-dimethyl-1,2,3,4-tetrahydroisoquinolin-7-yl)pyrazin-2-amine C(C1=CC=CC=C1)OC=1C(=NC=C(N1)C1=CC(=C2CCN(CC2=C1)C)C)N